(E)-methyl 2-(2-bromomethylphenyl)-methoxyiminoacetate BrCC1=C(C=CC=C1)\C(\C(=O)OC)=N/OC